3-(4-HYDROXYPHENYL)PROPANOIC ACID OC1=CC=C(C=C1)CCC(=O)O